C(C=C)(=O)OC1=CC=CC=C1.[Na] sodium phenyl acrylate